(3S)-3-[(1S,2R,3S,4R)-4-(4-aminopyrrolo[2,3-d]pyrimidin-7-yl)-2,3-dihydroxy-cyclopentyl]-6-chloro-3H-isobenzofuran-1-one hydrochloride Cl.NC=1C2=C(N=CN1)N(C=C2)[C@H]2[C@@H]([C@@H]([C@H](C2)[C@@H]2OC(C1=CC(=CC=C21)Cl)=O)O)O